C(#N)C1=C(C=C(C=C1)[C@H](C)NC(=O)C=1C=NC2=C(N=C(C=C2C1N1CCN[C@H](CC1)C)C)C1CC1)O N-[(S)-1-(4-cyano-3-hydroxyphenyl)ethyl]-4-[(S)-5-methyl-1,4-diazepan-1-yl]-8-cyclopropyl-6-methyl-1,7-diaza-3-naphthamide